2-bromobenzaldehyde O-(2-(1H-indol-1-yl)acetyl) oxime N1(C=CC2=CC=CC=C12)CC(=O)ON=CC1=C(C=CC=C1)Br